tert-butyl N-methyl-N-(2-{[5-(4,4,5,5-tetramethyl-1,3,2-dioxaborolan-2-yl)pyridin-3-yl]carbamoyl}ethyl)carbamate CN(C(OC(C)(C)C)=O)CCC(NC=1C=NC=C(C1)B1OC(C(O1)(C)C)(C)C)=O